BrC=1C=C(C=C(C1)Cl)C1=C(C=CC=C1)C(=O)C1=CC=CC=C1 (3'-bromo-5'-chloro-[1,1'-biphenyl]-2-yl)(phenyl)methanone